oxetane-3-carbaldehyde O1CC(C1)C=O